CCCC=CCNC(=O)NC=1C=C2C(=CNC2=CC1)C1CCN(C=C1)CC(C)(C)C N-(4-hexen-6-yl)-N'-(3-(1-neopentyl-1,2,3,4-tetrahydropyridin-4-yl)-1H-indol-5-yl)urea